3-(2-fluoro-3-((N-methylsulfamoyl)amino)benzyl)-4-methyl-2-oxo-3,4-dihydro-2H-benzo[e][1,3]oxazin-7-yl dimethylcarbamate CN(C(OC1=CC2=C(C(N(C(O2)=O)CC2=C(C(=CC=C2)NS(NC)(=O)=O)F)C)C=C1)=O)C